4-(2-hydroxyethanesulfonylamino)-N-(2-methyl-1,2,3,4-tetrahydrobenzo[4,5]imidazo[1,2-a]pyridin-6-yl)-2-(6-azaspiro[2.5]octan-6-yl)benzamide OCCS(=O)(=O)NC1=CC(=C(C(=O)NC2=CC=CC3=C2N=C2N3CC(CC2)C)C=C1)N1CCC2(CC2)CC1